ClC1=NC2=CC=CC=C2C(=C1C1CCOCC1)C1=CC=C(C=C1)F 2-chloro-4-(4-fluorophenyl)-3-tetrahydropyran-4-yl-quinoline